N-(2-chloro-4-(trifluoromethyl)phenyl)-2-(2-(3,6-dihydro-2H-pyran-4-yl)-5-ethyl-6-(4-(2-hydroxypropanoyl)piperazin-1-yl)-7-oxo-[1,2,4]triazolo[1,5-a]pyrimidin-4(7H)-yl)acetamide ClC1=C(C=CC(=C1)C(F)(F)F)NC(CN1C=2N(C(C(=C1CC)N1CCN(CC1)C(C(C)O)=O)=O)N=C(N2)C=2CCOCC2)=O